COC1=C(C=O)C(=CC(=C1)OC)OCOC 2,4-dimethoxy-6-(methoxymethoxy)benzaldehyde